CN(CCO[C@@H]1[C@@H](CN(CC1)C1=NC=CC(=N1)NC=1N=CC2=C(C=CC(=C2C1)C(C)C)N1[C@@H]([C@H](C1)CS(=O)(=O)C)C)F)C N-{2-[(3R,4S)-4-[2-(dimethyl-amino)ethoxy]-3-fluoro-piperidin-1-yl]pyrimidin-4-yl}-8-[(2R,3S)-3-(methanesulfonyl-methyl)-2-methylazetidin-1-yl]-5-(propan-2-yl)isoquinolin-3-amine